(5-nitro-2,3-dihydrobenzofuran-7-yl) acetate C(C)(=O)OC1=CC(=CC=2CCOC21)[N+](=O)[O-]